1-[rac-(3aR,7aR)-1-[6-(2-hydroxy-4,6-dimethyl-phenyl)pyridazin-3-yl]-3,3a,4,5,7,7a-hexahydro-2H-pyrrolo[2,3-c]pyridin-6-yl]ethanone OC1=C(C(=CC(=C1)C)C)C1=CC=C(N=N1)N1CC[C@H]2[C@@H]1CN(CC2)C(C)=O |r|